CN1C2=C(OC[C@@H](C1=O)NC(=O)C1=NC=CC(=C1)OC1=CC=CC=C1)C=CC(=C2)C#CC(C)(N2CCOCC2)C (S)-N-(5-methyl-7-(3-methyl-3-morpholinobut-1-yn-1-yl)-4-oxo-2,3,4,5-tetrahydrobenzo[b][1,4]oxazepin-3-yl)-4-phenoxypyridineamide